COC=1C=C2C(NC=3C4=C(C=CC3C2=CC1OC)C=C1C(=C4)OCO1)=O 2,3-dimethoxy-13-oxo-[1,3]dioxolo[4',5':4,5]benzo[1,2-c]phenanthridin